4-amino-1-hydroxybutynal NCC#CC(=O)O